1-(2-fluorophenyl)-2-vinylnaphthalene FC1=C(C=CC=C1)C1=C(C=CC2=CC=CC=C12)C=C